CN(C1CCN(CC1)C1=C(C=C(C=C1)NC=1N=C(C2=C(N1)SC=C2C)NC=2C=C(C=CC2)C(C)(C)O)OC)C 2-(3-((2-((4-(4-(dimethylamino)piperidin-1-yl)-3-methoxyphenyl)amino)-5-methylthieno[2,3-d]pyrimidin-4-yl)amino)phenyl)propan-2-ol